C(#C)C=1C(=CC=C2C=C(C=C(C12)C1=C(C=2N=C(N=C(C2C=N1)N(C[C@@H]1NCCCC1)C)N1CCOCC1)F)C(F)(F)F)F (R)-7-(8-ethynyl-7-fluoro-3-(trifluoromethyl)naphthalen-1-yl)-8-fluoro-N-methyl-2-morpholino-N-(piperidin-2-ylmethyl)pyrido[4,3-d]pyrimidin-4-amine